COC1=C(C(=CC=C1)OC1=CC(=CC=C1)OC)SC1=C(C=CC=C1)C (2-methoxy-6-(3-methoxyphenoxy)phenyl)tolylthioether